1,2-bis(3-butylthiophen-2-yl)ethylene C(CCC)C1=C(SC=C1)C=CC=1SC=CC1CCCC